4-(1-(4-methyl-4H-1,2,4-triazol-3-yl)propan-2-yl)pyridin-2-ol CN1C(=NN=C1)CC(C)C1=CC(=NC=C1)O